nickel tantalum telluride [Te-2].[Ta+5].[Ni+2]